tert-butyl 6-(1-methylpyrazolo[3,4-b]pyridin-5-yl)-3,4-dihydropyridine-1(2H)carboxylate CN1N=CC=2C1=NC=C(C2)C2=CCCCN2C(=O)OC(C)(C)C